4-((S)-1-((R)-2-((3-chlorobenzyl)oxy)-3-methylbutanoylamino)ethyl)benzoic acid ClC=1C=C(CO[C@@H](C(=O)N[C@@H](C)C2=CC=C(C(=O)O)C=C2)C(C)C)C=CC1